2,4-dimethoxy-3-methyl-5-nitrophenol COC1=C(C=C(C(=C1C)OC)[N+](=O)[O-])O